NC1=C2C(=NC=N1)N(N=C2C2=CC(=C(C=C2)OC(C)C)F)C(C)C=2OC1=CC=CC=C1C(C2C2=CC(=CC=C2)F)=O 2-(1-(4-Amino-3-(3-fluoro-4-isopropoxyphenyl)-1H-pyrazolo[3,4-d]pyrimidin-1-yl)ethyl)-3-(3-Fluorophenyl)-4H-chromen-4-one